(S)-N-(2-cyano-1-(4-(ethylsulfonyl)phenyl)ethyl)-4-(4-((difluoromethoxy)methyl)-1-(4-(trifluoromethyl)benzyl)-1,2,5,6-tetrahydropyridin-3-yl)benzamide C(#N)C[C@@H](C1=CC=C(C=C1)S(=O)(=O)CC)NC(C1=CC=C(C=C1)C=1CN(CCC1COC(F)F)CC1=CC=C(C=C1)C(F)(F)F)=O